[2-(difluoromethoxy)-6-methoxy-4-[4-methoxy-2-methyl-6-(1-methylpyrazol-4-yl)indazol-3-yl]phenyl]-[3-hydroxy-3-(trifluoromethyl)azetidin-1-yl]methanone FC(OC1=C(C(=CC(=C1)C=1N(N=C2C=C(C=C(C12)OC)C=1C=NN(C1)C)C)OC)C(=O)N1CC(C1)(C(F)(F)F)O)F